bromosulfonic acid BrS(=O)(=O)O